4-Pyridineacetonitrile N1=CC=C(C=C1)CC#N